(R)-3-hydroxy-γ-butyrolactone O[C@@H]1CC(=O)OC1